2-bromo-1,5-difluoro-4-methyl-3-nitrobenzene BrC1=C(C=C(C(=C1[N+](=O)[O-])C)F)F